N-(3-(1H-imidazol-1-yl)propyl)-7-methyl-5-phenylpyrazolo[1,5-a]pyrimidine-2-carboxamide N1(C=NC=C1)CCCNC(=O)C1=NN2C(N=C(C=C2C)C2=CC=CC=C2)=C1